2-((2-methoxy-5-methylpyridin-3-yl)sulfonyl)-5-oxa-2-azaspiro[3.4]octane COC1=NC=C(C=C1S(=O)(=O)N1CC2(C1)OCCC2)C